C1=NC=CC=2C(CCCC12)N 5,6,7,8-tetrahydroisoquinolin-5-amine